CCCCC/C=C\\C/C=C\\C/C=C\\C/C=C\\CCC[C@H](CC(=O)SCCNC(=O)CCNC(=O)[C@@H](C(C)(C)COP(=O)([O-])OP(=O)([O-])OC[C@@H]1[C@H]([C@H]([C@@H](O1)N2C=NC3=C(N=CN=C32)N)O)OP(=O)([O-])[O-])O)O The molecule is a 3-hydroxy fatty acyl-CoA(4-) obtained by deprotonation of the phosphate and diphosphate OH groups of (3R,7Z,10Z,13Z,16Z)-3-hydroxydocosatetraenoyl-CoA; major species at pH 7.3. It is a (R)-3-hydroxyacyl-CoA(4-) and a 3-hydroxy fatty acyl-CoA(4-). It is a conjugate base of a (3R,7Z,10Z,13Z,16Z)-3-hydroxydocosatetraenoyl-CoA.